N[C@H](C(=O)OCC1=CC=CC=C1)CCC(=O)N(CCN)CCN Benzyl (2S)-2-amino-5-[bis(2-aminoethyl)amino]-5-oxo-pentanoate